NC1=C(C=2C(=NC(=CC2)Cl)N1C1=C2C=NN(C2=CC(=C1C)F)C1OCCCC1)C#N 2-amino-6-chloro-1-(6-fluoro-5-methyl-1-(tetrahydro-2H-pyran-2-yl)-1H-indazol-4-yl)-1H-pyrrolo[2,3-b]pyridine-3-carbonitrile